1,4-diethylpiperidinium C(C)[NH+]1CCC(CC1)CC